C(C)(C)(C)OC([C@@H](CC1=CC=C(C=C1)O)[C@@H]1CN(CC1)C(=O)OC(C)(C)C)=O Tert-butyl (R)-3-((S)-1-(tert-butoxy)-3-(4-hydroxyphenyl)-1-oxopropan-2-yl)pyrrolidine-1-carboxylate